OCCNC(O[C@@H]1CC[C@H](CC1)C(N(C[C@@H]1CC[C@H](CC1)C1=CC(=C(C=C1)OC)C)C1=CC(=CC=C1)C=1N=C(OC1)C(C)C)=O)=O trans-4-((3-(2-Isopropyloxazol-4-yl)phenyl)((trans-4-(4-methoxy-3-methylphenyl)cyclohexyl)methyl)carbamoyl)cyclohexyl (2-hydroxyethyl)carbamate